FC1=CC=C(C=C1)[C@@H]([C@@H](C=1N=C2N(N=CC(=C2)CC2C(N[C@@H](C2)C(F)(F)F)=O)C1)NC(OCC1=CC=CC=C1)=O)CC benzyl ((1S,2S)-2-(4-fluorophenyl)-1-(7-(((5S)-2-oxo-5-(trifluoromethyl)pyrrolidin-3-yl)methyl)imidazo[1,2-b]pyridazin-2-yl)butyl)carbamate